OC[C@@H]1CC=2C(=NC=C(C2)C(F)(F)F)N1CCO (S)-2-(2-(hydroxymethyl)-5-(trifluoromethyl)-2,3-dihydro-1H-pyrrolo[2,3-b]pyridin-1-yl)ethan-1-ol